OCCN1CCCC1 1-(2-hydroxyethyl)-tetrahydropyrrole